5-(4-((7-Fluoro-9-oxo-2,3,8,9-tetrahydro-1H-3a,4,8,9a-tetraazacyclopenta[def]phenanthren-6-yl)methyl)piperazin-1-yl)-N,6-dimethylpicolinamide FC=1C(=CC=2C3=C4N(CCCN4C(NC13)=O)N2)CN2CCN(CC2)C=2C=CC(=NC2C)C(=O)NC